4-{[1,2,4]triazolo[1,5-a]pyridin-5-yl}-2-(trifluoromethyl)benzonitrile N=1C=NN2C1C=CC=C2C2=CC(=C(C#N)C=C2)C(F)(F)F